O=C1CCN2C=C(C=C2C1)C(=O)OC methyl 7-oxo-5,6,7,8-tetrahydroindolizine-2-carboxylate